1,3-disilylcyclopentane [SiH3]C1CC(CC1)[SiH3]